C(#N)N1[C@H]2[C@@H](C[C@@H]1CC2)NC(=O)C2=NC=NC(=C2)N2CC(OCC2)(C2=CC=CC=C2)C N-((1R,2R,4S)-7-cyano-7-azabicyclo[2.2.1]heptan-2-yl)-6-(2-methyl-2-phenyl-4-morpholinyl)-4-pyrimidinecarboxamide